C1(=CC=C(C=C1)CNC1=CC=CC=C1)CNC1=CC=CC=C1 3'-[1,4-phenylenebis(methylene)]dianiline